1-morpholin-2-ylcyclopropanol hydrochloride Cl.N1CC(OCC1)C1(CC1)O